(3s,4s)-3-methyl-2-oxa-8-azaspiro[4.5]decane C[C@@H]1OCC2(C1)CCNCC2